NC(C(=O)N(CC(CC)C)CC(OCC)OCC)CO 2-amino-N-(2,2-diethoxyethyl)-3-hydroxy-N-(2-methylbutyl)propanamide